2-isopropyl-N4,N4-dimethylpyridine-3,4-diamine C(C)(C)C1=NC=CC(=C1N)N(C)C